C(C)(C)(C)N1C[C@H](NS(C2=C1C=C(C(=C2)O\C=C(\C(=O)O)/F)SC)(=O)=O)C2CCCC2 (R,Z)-3-((5-(tert-butyl)-3-cyclopentyl-7-(methylthio)-1,1-dioxido-2,3,4,5-tetrahydrobenzo[f][1,2,5]thiadiazepin-8-yl)oxy)-2-fluoroacrylic acid